8-(3-chlorophenoxy)-7,8-dihydroquinolin-5(6H)-one ClC=1C=C(OC2CCC(C=3C=CC=NC23)=O)C=CC1